tert-butyl (tert-butoxycarbonyl)(7-(3-(3,3-difluoro-4-(4-fluorophenyl)-4-hydroxybutoxy)-2-fluorophenyl)-[1,2,4]triazolo[1,5-a]pyridin-2-yl)carbamate C(C)(C)(C)OC(=O)N(C(OC(C)(C)C)=O)C1=NN2C(C=C(C=C2)C2=C(C(=CC=C2)OCCC(C(O)C2=CC=C(C=C2)F)(F)F)F)=N1